O[C@@H](C)C=1N(C=CN1)CC1=NOC(=C1)C1=CC=C(C=C1)C#CC1=CC=C(CN2CCS(CC2)(=O)=O)C=C1 (S)-4-(4-((4-(3-((2-(1-hydroxyethyl)-1H-imidazol-1-yl)methyl)isoxazol-5-yl)phenyl)ethynyl)benzyl)thiomorpholine 1,1-dioxide